CS(=O)(=O)B1C(C=C(C=C1S(=O)(=O)C)S(=O)(=O)C)S(=O)(=O)C 1,2,4,6-tetrakis(methylsulfonyl)-2H-borinine